trisvaleryl phosphate P(=O)(OC(CCCC)=O)(OC(CCCC)=O)OC(CCCC)=O